IC1=CN(C2=C1N(C(C=C2)=O)C)S(=O)(=O)C2=CC=C(C=C2)C 3-iodo-4-methyl-1-(4-methylbenzenesulfonyl)-1H,4H,5H-pyrrolo[3,2-b]pyridin-5-one